BrC=1N=C(SC1)C[C@@H](C(=O)N1N[C@@H](CCC1)C(=O)OC)NC(=O)OC(C)(C)C methyl (3S)-1-[(2S)-3-(4-bromo-1,3-thiazol-2-yl)-2-[(tert-butoxycarbonyl)amino]propanoyl]-1,2-diazinane-3-carboxylate